NCCCC[C@@H](C(=O)N[C@H](C(N[C@@H](C[C@H]1C(NCC1)=O)C(COC(F)(F)F)=O)=O)CC(C)C)NC(C1=C(C=CC=C1)F)=O N-((S)-6-amino-1-(((S)-4-methyl-1-oxo-1-(((S)-3-oxo-1-((S)-2-oxopyrrolidin-3-yl)-4-(trifluoromethoxy)butan-2-yl)amino)pentan-2-yl)amino)-1-oxohexan-2-yl)-2-fluorobenzamide